FC(CN1C=NC2=C1C=C(C=C2)C=2C=CN1N=C(N=C(C12)OC)N[C@@H]1[C@@H](CN(CC1)C(CO)=O)F)F 1-((3R,4S)-4-((5-(1-(2,2-difluoroethyl)-1H-benzo[d]imidazol-6-yl)-4-methoxypyrrolo[2,1-f][1,2,4]triazin-2-yl)amino)-3-fluoropiperidin-1-yl)-2-hydroxyethan-1-one